2-(1-(4-amino-3-(benzofuran-2-yl)-1H-pyrazolo[3,4-d]pyrimidin-1-yl)ethyl)-5-fluoro-3-(3-fluorophenyl)-4H-chromen-4-one NC1=C2C(=NC=N1)N(N=C2C=2OC1=C(C2)C=CC=C1)C(C)C=1OC2=CC=CC(=C2C(C1C1=CC(=CC=C1)F)=O)F